N1N=CC=2CCC=3C=NC=NC3C21 4,5-dihydro-1H-pyrazolo[4,3-h]quinazoline